2-(7-Methoxy-1-methyl-β-carbolin-9-yl)-1-phenylethane COC1=CC=C2C=3C=CN=C(C3N(C2=C1)CCC1=CC=CC=C1)C